C(=O)C1=NN(C2=C1C=NC(=C2)CC(=O)N)C(C2=CC=CC=C2)(C2=CC=CC=C2)C2=CC=CC=C2 (3-formyl-1-trityl-1H-pyrazolo[4,3-c]pyridin-6-yl)acetamide